O=C1NC(CCC1N1C(C2=CC=C(C=C2C1)O[C@H]1[C@@H](CCC1)N1CCC(CC1)(C#N)C)=O)=O 1-((1r,2r)-2-((2-(2,6-dioxopiperidin-3-yl)-1-oxoisoindolin-5-yl)oxy)cyclopentyl)-4-methylpiperidine-4-carbonitrile